C1CCC2=C(C=3CCCC3C=C12)NC(=O)NS(=O)(=O)\C=C/[C@@H]1N(CCC1)C (R,Z)-N-((1,2,3,5,6,7-Hexahydro-s-indacen-4-yl)carbamoyl)-2-(1-methylpyrrolidin-2-yl)ethen-1-sulfonamid